2-amino-4-anilino-1,3,5-triazine NC1=NC=NC(=N1)NC1=CC=CC=C1